N1=CC(=CC=C1)C=1C=C(C=C(C1)C=1C=NC=CC1)C1=CC(=CC=C1)C1=CC(=CC(=C1)C=1C=NC=CC1)C=1C=NC=CC1 1,3-di[3,5-di(pyridin-3-yl)phenyl]benzene